(2s,5s)-2-(1,3-bis(4-fluorophenyl)-1H-pyrazol-4-yl)-3-(4-methoxyphenylethyl)-5-methyl-oxazolidin-4-one FC1=CC=C(C=C1)N1N=C(C(=C1)[C@@H]1O[C@H](C(N1CCC1=CC=C(C=C1)OC)=O)C)C1=CC=C(C=C1)F